FC=1C2=CN(N=C2C=C(C1)F)C 4,6-difluoro-2-methylindazole